N-(5-(6-(3-methoxy-4-(methylsulfonyl)phenyl)pyrazin-2-yl)-2-methylthiophen-3-yl)pentanamide COC=1C=C(C=CC1S(=O)(=O)C)C1=CN=CC(=N1)C1=CC(=C(S1)C)NC(CCCC)=O